iodobenzene bis-trifluoropropionate FC(CC(=O)O)(F)F.FC(CC(=O)O)(F)F.IC1=CC=CC=C1